FC1([C@@H]([C@@H](N(C1)C(C(C)(C)O)=O)CC=1C(=C(C=CC1)C1=CC(=CC(=C1)F)F)F)NS(=O)(=O)C)F N-{(2S,3R)-4,4-difluoro-1-(2-hydroxy-2-methylpropanoyl)-2-[(2,3',5'-trifluoro[1,1'-biphenyl]-3-yl)methyl]pyrrolidin-3-yl}methanesulfonamide